NCC(O)C=1C=CC(=NC1)C1=C(C=C(C#N)C=C1)OC=1N(N=C(C1)C1=C(C=CC=C1)O)C 4-[5-(2-amino-1-hydroxyethyl)pyridin-2-yl]-3-[5-(2-hydroxyphenyl)-2-methylpyrazol-3-yl]oxybenzonitrile